C1(=CC=CC=C1)C1(C2=CC=CC=C2C=2C=C(C=CC12)B1OC(C(O1)(C)C)(C)C)C1=CC=CC=C1 2-(9,9-diphenyl-9H-fluoren-3-yl)-4,4,5,5-Tetramethyl-1,3,2-dioxaborolane